6-{5-[4-(benzyloxy)-3-fluorophenyl]-4-{[(4-methoxyphenyl)methyl]amino}-7-methyl-5H-pyrrolo[3,2-d]pyrimidin-6-yl}-5-methylpyridin-3-amine C(C1=CC=CC=C1)OC1=C(C=C(C=C1)N1C(=C(C=2N=CN=C(C21)NCC2=CC=C(C=C2)OC)C)C2=C(C=C(C=N2)N)C)F